BrC=1C=C(N(N1)C1=NC=CC=C1Cl)C(=O)NC1=C(C=C(C=C1C(NC(C)C)=S)Cl)Cl 5-bromo-2-(3-chloro-2-pyridyl)-N-[2,4-dichloro-6-(isopropylcarbamothioyl)phenyl]-pyrazole-3-carboxamide